(4-chlorostyryl)isocyanatobenzene ClC1=CC=C(C=CC2=C(C=CC=C2)N=C=O)C=C1